COC(CCC=CC#CC=C)OC 9,9-dimethoxy-1,5-nonadiene-3-yne